FC1C(N(C2=CC=CC=C12)Br)=O monofluorobromo-2-indolinone